N-[2,3-difluoro-4-[5-(trifluoromethyl)-1,2,4-oxadiazol-3-yl]benzyl]butyramide FC1=C(CNC(CCC)=O)C=CC(=C1F)C1=NOC(=N1)C(F)(F)F